tert-butyl (cyclopropylmethyl)((3R)-1-(2-oxo-1-(1-(4-(5-(pyrrolidin-1-yl)pyridin-3-yl)-1H-1,2,3-triazol-1-yl)ethyl)-1,2-dihydropyridin-4-yl)piperidin-3-yl)carbamate C1(CC1)CN(C(OC(C)(C)C)=O)[C@H]1CN(CCC1)C1=CC(N(C=C1)C(C)N1N=NC(=C1)C=1C=NC=C(C1)N1CCCC1)=O